isopropyl (2S)-6-diazo-5-oxo-2-(tetrahydro-2H-pyran-2-carboxamido)hexanoate [N+](=[N-])=CC(CC[C@@H](C(=O)OC(C)C)NC(=O)C1OCCCC1)=O